1,4-bis(1'-iodoethyl)benzene IC(C)C1=CC=C(C=C1)C(C)I